ClC1=NC(=CC(=N1)N[C@@H]1[C@H](C2CCC1CC2)C(=O)OCC)C=2SC=CC2 (2S,3S)-ethyl 3-((2-chloro-6-(thiophen-2-yl) pyrimidin-4-yl)amino)bicyclo[2.2.2]octane-2-carboxylate